trideuteriomethanamine HCl salt Cl.[2H]C(N)([2H])[2H]